C1(=CC=CC=C1)C=1N=NC=CN1 phenyl-1,2,4-triazin